tert-butyl (S)-(1-(4-carbamoylphenyl)-3-(1,3-dioxoisoindolin-2-yl)propan-2-yl)carbamate C(N)(=O)C1=CC=C(C=C1)C[C@@H](CN1C(C2=CC=CC=C2C1=O)=O)NC(OC(C)(C)C)=O